FC1(CCN(CC1)C1=NC(=CC(=N1)C1=NN=C(O1)C1=C(C=C(C=C1)N1S(CCC1)(=O)=O)N1CCC2(CC2)CC1)C)F 2-(4-(5-(2-(4,4-difluoropiperidin-1-yl)-6-methylpyrimidin-4-yl)-1,3,4-oxadiazol-2-yl)-3-(6-azaspiro[2.5]octan-6-yl)phenyl)isothiazolidine 1,1-dioxide